2-(1-((trans)-3-fluoro-1-propylpiperidin-4-yl)-1H-pyrazol-4-yl)-N4-methyl-5-(trifluoromethyl)pyrimidine-2,4-diamine F[C@@H]1CN(CC[C@H]1N1N=CC(=C1)C1(NC=C(C(=N1)NC)C(F)(F)F)N)CCC